(E)-1-(2,6-dimethoxypyridin-4-yl)-3-(5-fluoro-1H-indol-3-yl)-2-methylpropan-2-en-1-one COC1=NC(=CC(=C1)C(\C(=C\C1=CNC2=CC=C(C=C12)F)\C)=O)OC